C1(=CC=CC=C1)C1(C2=CC=CC=C2NC=2C=CC=CC12)C1=CC=CC=C1 9,9-diphenyl-9,10-dihydroacridine